COC1=C(CC2N(C(C3=CC=CC=C23)=O)CC2=CC3=C(NC(O3)=O)C=C2)C=CC=C1 6-((1-(2-methoxybenzyl)-3-oxoisoindolin-2-yl)methyl)benzo[d]oxazol-2(3H)-one